(S)-3,4-Difluoro-N-methyl-5-(6-(1-(pyridin-3-ylmethyl)-1H-pyrazol-4-yl)-5-((tetrahydrofuran-3-yl)amino)pyrazolo[1,5-a]pyrimidin-3-yl)benzamide FC=1C=C(C(=O)NC)C=C(C1F)C=1C=NN2C1N=C(C(=C2)C=2C=NN(C2)CC=2C=NC=CC2)N[C@@H]2COCC2